Cl.CC1CNCCS1(=O)=O 2-methylthiomorpholine 1,1-dioxide HCl salt